C(C)(C)(C)C1=CC(=NO1)NC(=O)NC=1C=CC=C2C=C(NC12)C(=O)C=1NC2=CC=CC(=C2C1)C 1-(5-(tert-butyl)isoxazol-3-yl)-3-(2-(4-methyl-1H-indole-2-carbonyl)-1H-indol-7-yl)urea